OC1(CCNCC1)C1=CC2=C(N(C(N2C)=O)C2C(NC(CC2)=O)=O)C=C1 3-[5-(4-Hydroxy-4-piperidyl)-3-methyl-2-oxo-benzimidazol-1-yl]piperidine-2,6-dione